palladium (II) 3,5-dichlorosalicylaldehyde ClC1=C(C(C=O)=CC(=C1)Cl)O.[Pd+2]